N,N-diethyl-N-(2-methoxyethyl)-N-methyl-ammonium tert-butyl-5-[4-({6-chloropyrido[3,2-d]pyrimidin-4-yl}amino)-2-methylphenoxy]-1,3-benzodiazole-1-carboxylate C(C)(C)(C)OC(=O)N1C=NC2=C1C=CC(=C2)OC2=C(C=C(C=C2)NC=2C1=C(N=CN2)C=CC(=N1)Cl)C.C(C)[N+](C)(CCOC)CC